[Br-].CC1=C(C=CC(=C1)C)C1=C[N+]2=C(C3=[N+]1C=CC=C3)C=CC=C2.[Br-] 6-(2,4-dimethylphenyl)dipyrido[1,2-a:2',1'-c]pyrazine-5,8-diium bromide